3-{2-[(Quinolin-2-ylmethyl)amino]propyl}-2-thioxo-1,2,3,7-tetrahydro-6H-purin-6-one trifluoroacetate FC(C(=O)O)(F)F.N1=C(C=CC2=CC=CC=C12)CNC(CN1C(NC(C=2NC=NC12)=O)=S)C